2-[(2'-amino-5'-chloro-3'-fluoro[1,1'-biphenyl]-4-yl)oxy]-2-methylpropanoic acid ethyl ester C(C)OC(C(C)(C)OC1=CC=C(C=C1)C1=C(C(=CC(=C1)Cl)F)N)=O